BrCC(=O)C1(CCOC2=C(C=CC=C12)CC(C(=O)OC)(C)C)C methyl 3-[4-(2-bromoacetyl)-4-methyl-chroman-8-yl]-2,2-dimethyl-propanoate